FC([C@H]1CCN(C2=C(O1)N=C1C(=C2)C=CN1)C1=C(C(=O)N)C=CC=C1)(F)F 2-((R)-4-(trifluoromethyl)-3,4-dihydro-2H-pyrrolo[3',2':5,6]pyrido[2,3-b][1,4]oxazepin-1(7H)-yl)benzamide